NC=1C(=NN(C1)C1CN(C1)C(=O)OC(C)(C)C)C(N)=O Tert-butyl 3-(4-amino-3-carbamoyl-pyrazol-1-yl)azetidine-1-carboxylate